C(C)(C)(C)OC(=O)N1CC2=CC=CC=C2C[C@H]1C=O (S)-3-formyl-3,4-dihydro-1H-isoquinoline-2-carboxylic acid tert-butyl ester